C(N)(=O)CC(CC(=O)O)N(C=O)C1=CC(=CC=C1)C1=NOC(=N1)C 4-carbamoyl-3-{[3-(5-methyl-1,2,4-oxadiazol-3-yl)phenyl]-formylamino}butyric acid